ClC1=CC(=C2C=CN(C2=C1Cl)S(=O)(=O)C1=CC=C(C=C1)C)OC1COC1 6,7-Dichloro-4-(oxetan-3-yl-oxy)-1-(p-tolylsulfonyl)indole